BrC1=NC(=NN1)C(F)(F)F 5-bromo-3-(trifluoromethyl)-1H-1,2,4-triazole